4-[2-(methylamino)ethyl]aniline CNCCC1=CC=C(N)C=C1